Nitrosothiole N(=O)C=1SC=CC1